C(C=C)(=O)OP(=O)=C(O)C[N+](C)(C)C acryloyloxyphosphorylcholine